1-{2-[(tert-butyldimethylsilyl)oxy]-2-methylpropyl}-2-(ethoxymethyl)1H-imidazole-4-carbonitrile [Si](C)(C)(C(C)(C)C)OC(CN1C(=NC(=C1)C#N)COCC)(C)C